ethyl 2-ethyl-5-[4-methoxy-3-(trifluoromethyl)phenyl]-1,1-dioxo-2H-1λ6,2,6-thiadiazine-3-carboxylate C(C)N1S(N=C(C=C1C(=O)OCC)C1=CC(=C(C=C1)OC)C(F)(F)F)(=O)=O